tert-butyl 6-((3,5-dimethylisoxazol-4-yl) methyl)-5-oxo-1,4,5,6-tetrahydropyrido[3,4-C][1,8]naphthyridine-3(2H)-carboxylate CC1=NOC(=C1CN1C(C2=C(C=3C=CC=NC13)CCN(C2)C(=O)OC(C)(C)C)=O)C